CC1=CC=C(C=C1)SCC=C(F)F 3,3-Difluoroallyl (4-methylphenyl) sulfide